4-[(1S,4S,5R)-5-[[4-cyclopropyl-1-(2,6-dichlorophenyl)-1H-pyrazol-5-yl]methoxy]-2-azabicyclo[2.2.1]heptan-2-yl]-N-(2,2-dimethyloxane-4-sulfonyl)benzamide C1(CC1)C=1C=NN(C1CO[C@H]1[C@@H]2CN([C@H](C1)C2)C2=CC=C(C(=O)NS(=O)(=O)C1CC(OCC1)(C)C)C=C2)C2=C(C=CC=C2Cl)Cl